C(=O)O.ONC(C=C)=O N-hydroxyacrylamide formate salt